FC1=CC(=C(C=C1C=1OC=CC1)NC1=NC=NC2=CC(=C(C=C12)OC1CCN(CC1)C(C=C)=O)OC)OC 1-(4-((4-((4-fluoro-5-(furan-2-yl)-2-methoxyphenyl)amino)-7-methoxyquinazolin-6-yl)oxy)piperidin-1-yl)prop-2-en-1-one